BrC1=C(C=CC=C1)C(CC)=O 1-(o-bromophenyl)-1-propanone